C(C=C)N1C(N(CC2=C1N=C(N=C2)NC=2C=CC(=C(C(=O)OC)C2)N2CCN(CC2)C)C2=C(C=CC=C2C)C)=O Methyl 5-((8-allyl-6-(2,6-dimethylphenyl)-7-oxo-5,6,7,8-tetrahydropyrimido[4,5-d]pyrimidin-2-yl)amino)-2-(4-methylpiperazin-1-yl)benzoate